6'-(3-(4-bromophenyl)-1,2,4-oxadiazol-5-yl)-2',2'-dimethyl-2',3'-dihydrospiro[[1,3]dioxolan-2,4'-pyrano[2,3-b]pyridine] BrC1=CC=C(C=C1)C1=NOC(=N1)C=1C=C2C(=NC1)OC(CC21OCCO1)(C)C